COC1(CCC(CC1)N)C(F)(F)F 4-methoxy-4-(trifluoromethyl)cyclohexan-1-amine